N-[(1H-benzimidazol-2-yl)methyl]-8-chloro-2-(methylsulfanyl)pyrazolo[1,5-a][1,3,5]triazin-4-amine N1C(=NC2=C1C=CC=C2)CNC2=NC(=NC=1N2N=CC1Cl)SC